BrCC(CCC1=CC=CC=C1)(C)CBr (4-bromo-3-(bromomethyl)-3-methylbutyl)benzene